rel-(R)-4-(2-methoxy-1-(thiazol-4-ylmethoxy)ethyl)-2-methyl-N-(1-(7-(1-methyl-1H-pyrazol-4-yl)quinolin-5-yl)cyclopropyl)benzamide COC[C@H](OCC=1N=CSC1)C1=CC(=C(C(=O)NC2(CC2)C2=C3C=CC=NC3=CC(=C2)C=2C=NN(C2)C)C=C1)C |o1:3|